O1C=CC2=C1C=CO2.[Na] sodium (furofuran)